BrC1=CC=C(O1)C(=O)NC1=C(C=C(C=C1)C(=O)N1CCOCC1)N1CCCCC1 5-bromo-N-(4-(morpholine-4-carbonyl)-2-(piperidin-1-yl)phenyl)furan-2-carboxamide